C(\C=C/CCCCCC)OC(CCCCCCCC(CCCCCCCC(=O)OC\C=C/CCCCCC)OC(CCCN(C)C)=O)=O.BrC=1C=C2C(=C(C=NC2=CC1)C1=CC(=NO1)C1CCN(CC1)C(C)=O)NC(C)C 1-(4-(5-(6-bromo-4-(isopropylamino)quinolin-3-yl)isoxazol-3-yl)piperidin-1-yl)ethanone di((Z)-non-2-en-1-yl)9-((4-(dimethylamino)butanoyl)oxy)heptadecanedioate